(3-(azetidin-1-yl)-5-isopropoxyphenyl)methylamine N1(CCC1)C=1C=C(C=C(C1)OC(C)C)CN